C(C1=CC=CC=C1)OC1=CC=C(C=C1)C1C(CC1)(F)F 1-(benzyloxy)-4-(2,2-difluorocyclobutyl)benzene